N-Boc-(R)-3-aminopiperidine C(=O)(OC(C)(C)C)N1C[C@@H](CCC1)N